C(C)OC(C[C@@H](C=1C=C(C=C(C1F)C)C1=C(C=CC=C1C)F)N)=O (S)-3-amino-3-(2',4-difluoro-5,6'-dimethyl-[1,1'-biphenyl]-3-yl)propionic acid ethyl ester